ClC=1C=C(C=C2C=CC(=NC12)OC1=CC=C(C=C1)OC(F)(F)F)OCCN1CCOCC1 4-(2-((8-Chloro-2-(4-(trifluoromethoxy)-phenoxy)chinolin-6-yl)oxy)ethyl)morpholin